CC(CO)(CCC(CO)C)O 2,5-dimethyl-1,2,6-hexanetriol